[3-[(4-chloro-5-cyclopropyl-3-pyridyl)oxy]azetidin-1-yl]-[6-(3-cyclopropyl-1,2,4-triazol-1-yl)-2-azaspiro[3.3]heptan-2-yl]methanone ClC1=C(C=NC=C1C1CC1)OC1CN(C1)C(=O)N1CC2(C1)CC(C2)N2N=C(N=C2)C2CC2